C(C1=CC=CC=C1)OC1=C(C2=C(C(CO2)N(C(OC(C)(C)C)=O)C)C=C1)F tert-butyl (6-(benzyloxy)-7-fluoro-2,3-dihydrobenzofuran-3-yl)(methyl)carbamate